FC=1C=C(C=CC1F)N1C(=CC2=C1C=C1C=NNC1=C2)C(COC)(C)C 5-(3,4-difluorophenyl)-6-(2-methoxy-1,1-dimethyl-ethyl)-1H-pyrrolo[2,3-f]indazol